COC(C1=C(C=C(C(=C1)F)C(F)(F)F)NC1=C(C=C(C=C1)F)CN(CCCC1=NC(=CC=C1[N+](=O)[O-])OC)C(=O)OC(C)(C)C)=O ((2-(((tert-Butoxycarbonyl)(3-(6-methoxy-3-nitropyridin-2-yl)propyl)-amino)methyl)-4-fluorophenyl)amino)-5-fluoro-4-(trifluoromethyl)-benzoic acid methyl ester